cis-2-(6-hexyl-4-phenylquinolin-2-yl)cyclopropane-1-carboxylic acid C(CCCCC)C=1C=C2C(=CC(=NC2=CC1)[C@@H]1[C@@H](C1)C(=O)O)C1=CC=CC=C1